n-propyl-4,4-bis(4'-hydroxyphenyl)pentanoate C(CC)OC(CCC(C)(C1=CC=C(C=C1)O)C1=CC=C(C=C1)O)=O